4-(Cyclopropylamino)piperidine-1-carboxylic acid benzyl ester C(C1=CC=CC=C1)OC(=O)N1CCC(CC1)NC1CC1